3-(bromomethyl)-6-(3,5-dimethyl-1H-pyrazol-1-yl)-4-methylpyridazine BrCC=1N=NC(=CC1C)N1N=C(C=C1C)C